BrC=1C(=C(C=CC1)[N-]CC(COC)F)F N-(3-bromo-2-fluorophenyl)-2-fluoro-3-methoxypropylamide